C(C)(C)(C)OC(=O)NC1=C(C=CC2=C1C=C(O2)C(=O)OCC)C ethyl 4-((tert-butoxycarbonyl) amino)-5-methylbenzofuran-2-carboxylate